ClC=1C=NC(=NC1)N1CCC(CC1)CCCOC1=CC(=C(C=C1)CC(=O)N1CC(C1)CNC[C@@H]([C@@H]([C@@H](CO)O)O)O)F 2-[4-[3-[1-(5-chloropyrimidin-2-yl)-4-piperidyl]propoxy]-2-fluoro-phenyl]-1-[3-[[[(2S,3S,4R)-2,3,4,5-tetrahydroxypentyl]amino]methyl]azetidin-1-yl]ethanone